N,N,2-triethyl-naphthalene-1-amine C(C)N(C1=C(C=CC2=CC=CC=C12)CC)CC